N-[1-[(2R)-3-[bis(4-methoxyphenyl)-phenyl-methoxy]-2-hydroxy-propyl]-2-oxo-pyrimidin-4-yl]benzamide COC1=CC=C(C=C1)C(OC[C@@H](CN1C(N=C(C=C1)NC(C1=CC=CC=C1)=O)=O)O)(C1=CC=CC=C1)C1=CC=C(C=C1)OC